(R)-1-(1-(4-(2-(difluoromethyl)pyridin-4-yl)phenyl)ethyl)-4-(propane-1-yn-1-yl)-1H-indazole-7-carboxylic acid FC(C1=NC=CC(=C1)C1=CC=C(C=C1)[C@@H](C)N1N=CC2=C(C=CC(=C12)C(=O)O)C#CC)F